(-)-(1S,2S)-2-[(N,N-dimethylamino)methylene]-1-hydroxy-cyclohexyl-phenol CN(C)C=C1[C@](CCCC1)(O)C1=C(C=CC=C1)O